COC1(NC(=NC=C1)Cl)Cl 4-methoxy-2,4-dichloropyrimidine